CC1=C(C(=CC(=C1)N1CC2=C(CCC1)C=C(C=C2)OCCOCC(F)(F)F)C)C(C(=O)N)C(C)(C)C (2,6-dimethyl-4-(7-(2-(2,2,2-trifluoroethoxy)ethoxy)-1,3,4,5-tetrahydro-2H-benzo[c]azepin-2-yl)phenyl)-3,3-dimethylbutanamide